5-((1S,3R)-2-(3-((tert-Butyldiphenylsilyl)oxy)-2,2-difluoropropyl)-3-methyl-2,3,4,9-tetrahydro-1H-pyrido[3,4-b]indol-1-yl)-N-((3S,4S)-4-fluoropyrrolidin-3-yl)thiazol-2-amine [Si](C1=CC=CC=C1)(C1=CC=CC=C1)(C(C)(C)C)OCC(CN1[C@@H](C=2NC3=CC=CC=C3C2C[C@H]1C)C1=CN=C(S1)N[C@H]1CNC[C@@H]1F)(F)F